S1C(=NC2=C1C=CC=C2)NC(=O)C=2C=CC=C1CCN(CC21)C2=CC=C(C(=N2)C(=O)NS(=O)(=O)CCN2CCC(CC2)C(=O)O)C=2C=NN(C2C)CC2CCCCC2 1-(2-(N-(6-(8-(benzo[d]thiazol-2-ylcarbamoyl)-3,4-dihydroisoquinolin-2(1H)-yl)-3-(1-(cyclohexylmethyl)-5-methyl-1H-pyrazol-4-yl)picolinoyl)sulfamoyl)ethyl)piperidine-4-carboxylic acid